C(C1=CC=CC=C1)OC(N(C)[C@H]1CN(C[C@@H](C1)O)C(=O)C1=CC2=C(N(C(=N2)C2=CC=3C(=NC=CC3)N2CC2CC2)C)C(=C1)OC)=O |o1:11,15| rel-N-[(3R,5R)-1-{2-[1-(cyclopropylmethyl)-1H-pyrrolo[2,3-b]pyridin-2-yl]-7-methoxy-1-methyl-1H-1,3-benzodiazole-5-carbonyl}-5-hydroxypiperidin-3-yl]-N-methylcarbamic acid benzyl ester